NCC1=CC=C(C=C1)NC(=O)C1=CC2=C(OCCC3=C2SC=C3)C=C1C=1C(=NC(=CC1)C(NC1(CCCCC1)C(=O)O)=O)C(=O)O 3-(9-((4-(aminomethyl)phenyl)carbamoyl)-4,5-dihydrobenzo[b]thieno[2,3-d]oxepin-8-yl)-6-((1-carboxycyclohexyl)carbamoyl)picolinic acid